N-(1-cyclopropylethyl)-3-({4-[({2-[methyl(methylsulfonyl)-amino]pyridin-3-yl}methyl)amino]-5-(trifluoromethyl)pyrimidin-2-yl}amino)benzamide C1(CC1)C(C)NC(C1=CC(=CC=C1)NC1=NC=C(C(=N1)NCC=1C(=NC=CC1)N(S(=O)(=O)C)C)C(F)(F)F)=O